ClC=1C=C(C(=NC1)N1CC(N(C2(CC2)C1=O)CC1=CC=C(C=C1)C(F)(F)F)=O)F 7-(5-chloro-3-fluoropyridin-2-yl)-4-(4-(trifluoromethyl)-benzyl)-4,7-diazaspiro-[2.5]octane-5,8-dione